C1(=CCCC1)C=1C=C(C=CC1)C1=CC=C(C=C1)N1CCN(CC1)C(=O)NC=1N=C(SC1)C#C 4-(3'-(Cyclopent-1-en-1-yl)-[1,1'-biphenyl]-4-yl)-N-(2-ethynyl-thiazol-4-yl)-piperazine-1-carboxamide